C(C1=CC=CC=C1)OC1=C(C(=CC(=C1)O)O)C(=O)N1CC2=C(C=CC=C2CC1)NC=1C=NC=CC1 (2-(Benzyloxy)-4,6-dihydroxyphenyl)(8-(pyridin-3-ylamino)-3,4-dihydroisoquinolin-2(1H)-yl)methanone